(1S,3S)-3-((2-methyl-6-(tributylstannyl)pyridin-3-yl)oxy)cyclohexane-1-carboxylic acid methyl ester COC(=O)[C@@H]1C[C@H](CCC1)OC=1C(=NC(=CC1)[Sn](CCCC)(CCCC)CCCC)C